α-methyl-2-naphthalenemethanol CC(O)C1=CC2=CC=CC=C2C=C1